C1(CCC1)CCN1N=CC(=C1)C=1C(=NC=CC1)C1=CC=C2C=CC=NC2=C1 7-{3-[1-(2-cyclobutylethyl)-1H-pyrazol-4-yl]pyridin-2-yl}quinoline